ClC(C1=NC(=NO1)C1=CC=C(C=C1)NC=1C(C(C1N1CC(C1)OC)=O)=O)(F)F 3-((4-(5-(chlorodifluoromethyl)-1,2,4-oxadiazol-3-yl)phenyl)amino)-4-(3-methoxyazetidin-1-yl)cyclobut-3-ene-1,2-dione